vanadium phosphate P(=O)([O-])([O-])[O-].[V+5].P(=O)([O-])([O-])[O-].P(=O)([O-])([O-])[O-].P(=O)([O-])([O-])[O-].P(=O)([O-])([O-])[O-].[V+5].[V+5]